C[C@@H]1CCC[C@@H](CCC(CC1)C(C)C)C Germacrane